C(=O)O.NC(C(=O)NC1CCN(CC1)C1=NC(=C(C(=C1C#N)CC)C#N)SCC1=CC=CC=C1)(C)C 2-amino-N-(1-(6-(benzylsulfanyl)-3,5-dicyano-4-ethylpyridin-2-yl)piperidin-4-yl)-2-methylpropanamide, formate salt